((2,4-difluorophenyl)amino)-4-(((5-(5-(trifluoromethyl)-1,2,4-oxadiazol-3-yl)pyridin-2-yl)methyl)amino)cyclobut-3-ene-1,2-dione FC1=C(C=CC(=C1)F)NC=1C(C(C1NCC1=NC=C(C=C1)C1=NOC(=N1)C(F)(F)F)=O)=O